C1=CNC2=C1C1=CC=CC=C1C=C2 naphthopyrrol